C(C)(C)(C)OC(C1=C(C=CC=C1)NC(C(CC1=CC=CC=C1)NC(C(=O)NC1=C(C=CC(=C1)Cl)C(NC)=O)=O)=O)=O 2-(2-(((5-chloro-2-(methylcarbamoyl)phenyl)amino)-2-oxoacetamido)-3-phenylpropionamido)benzoic acid tert-butyl ester